C(C)OC(=O)C1=C(N=C(S1)NC1=NC(=CC(=N1)N1CCC(CC1)N(C)C)NCCCN1C(CCC1)=O)C 4-methyl-2-[[4-[4-dimethylamino-1-piperidinyl]-6-[[(2-oxo-1-pyrrolidinyl)propyl]amino]-2-pyrimidinyl]amino]-5-thiazolecarboxylic acid ethyl ester